C1(CC1)COC1=CN=CC(=N1)C1=CC(=C(N(C)CCCC(=O)O)C(=C1)F)F 4-[4-[6-(cyclopropylmethoxy)pyrazin-2-yl]-2,6-difluoro-N-methyl-anilino]butanoic acid